octane-1,4-diol C(CCC(CCCC)O)O